ClC1=C(C=CC=C1)[C@@H](C(=O)OC)N1CC2=C(CC1)SC=C2 5-((S)-1-(2-chlorophenyl)-2-methoxy-2-oxoethyl)-4,5,6,7-tetrahydrothiopheno[3,2-c]pyridine